1-(4-trifluoromethylphenyl)thiourea FC(C1=CC=C(C=C1)NC(=S)N)(F)F